acrylic acid methyl-oleate COC(CCCCCCC\C=C/CCCCCCCC)=O.C(C=C)(=O)O